OC=1C(C=C(OC1)CN1CC2=CC=C(C=C2C1)C(F)(F)F)=O 5-hydroxy-2-((5-(tri-fluoromethyl)isoindolin-2-yl)methyl)-4H-pyran-4-one